ClC=1C(=NC=CC1)N1N=C(C=C1C(=O)NC=1C(=CC=2N(C1C(=O)NC1CC1)N=CC2)C)OCC(F)(F)F 6-(1-(3-chloropyridin-2-yl)-3-(2,2,2-trifluoroethoxy)-1H-pyrazole-5-carboxamido)-N-cyclopropyl-5-methylpyrazolo[1,5-a]pyridine-7-carboxamide